6-amino-5-methyl-N-(6-(o-tolyl)-5-(trifluoromethyl)pyridin-2-yl)pyridine-2-sulfonamide NC1=C(C=CC(=N1)S(=O)(=O)NC1=NC(=C(C=C1)C(F)(F)F)C1=C(C=CC=C1)C)C